2-({[7-(pyridin-2-yl)-2-(2,2,2-trifluoroethoxy)naphthalen-1-yl]amino}methyl)prop-2-enenitrile N1=C(C=CC=C1)C1=CC=C2C=CC(=C(C2=C1)NCC(C#N)=C)OCC(F)(F)F